2-(2-chlorophenyl)dec-1-en-3-yne ClC1=C(C=CC=C1)C(=C)C#CCCCCCC